CS(=O)(=O)O.N1C[C@H](CC1)C1=CC=C(S1)C(CSC1=NC(=NC2=CC=CC=C12)C(F)(F)F)=O (S)-1-(5-(pyrrolidin-3-yl)thiophen-2-yl)-2-((2-(trifluoromethyl)quinazolin-4-yl)thio)ethan-1-one methanesulfonate